OC1=C(C=CC=C1)C(CC1=NC=CC=C1)C1=C(C=CC=C1)O 2-(2,2-bis(2-hydroxyphenyl)ethyl)-pyridine